2-Cyclobutoxy-6-methoxybenzenesulfonyl chloride C1(CCC1)OC1=C(C(=CC=C1)OC)S(=O)(=O)Cl